NC=1C=CC(=C(C(=O)N[C@H](C)C2=CC=C(C3=CC=CC=C23)C#CC2CCN(CC2)CCCCCC=2C=CC=3C(N(C4=CC=CC2C34)C3C(NC(CC3)=O)=O)=O)C1)C 5-amino-N-((1R)-1-(4-((1-(5-(1-(2,6-dioxopiperidin-3-yl)-2-oxo-1,2-dihydrobenzo[cd]indol-5-yl)pentyl)piperidin-4-yl)ethynyl)naphthalen-1-yl)ethyl)-2-methylbenzamide